1,3-dichloro-5-(3,3,3-trifluoroprop-1-en-2-yl)benzene ClC1=CC(=CC(=C1)C(=C)C(F)(F)F)Cl